N1=C(C=CC=C1)C=1C(NC=CC1)=O PYRIDYLPYRIDON